(3-difluoromethyl-4-(1H-pyrazol-1-yl)phenyl)-1-(4-oxo-4H-pyrido[1,2-a]pyrimidin-9-yl)-5-cyclopropyl-1H-pyrazole-4-carboxamide FC(C=1C=C(C=CC1N1N=CC=C1)C1=NN(C(=C1C(=O)N)C1CC1)C1=CC=CN2C1=NC=CC2=O)F